tert-butyl (2S)-4-(4-chloro-2'-(((S)-1-methylpyrrolidin-2-yl)methoxy)-2,3,5',8'-tetrahydro-6'H-spiro[indene-1,7'-quinazolin]-4'-yl)-2-(cyanomethyl)piperazine-1-carboxylate ClC1=C2CCC3(CCC=4C(=NC(=NC4C3)OC[C@H]3N(CCC3)C)N3C[C@@H](N(CC3)C(=O)OC(C)(C)C)CC#N)C2=CC=C1